dimethyl 2-(2-(cyclopropanesulfonylamino) pyrimidin-4-yl)-2-methoxymalonate C1(CC1)S(=O)(=O)NC1=NC=CC(=N1)C(C(=O)OC)(C(=O)OC)OC